(R)-2-benzoyloxypropionic acid methyl ester COC([C@@H](C)OC(C1=CC=CC=C1)=O)=O